[Na+].[Na+].C(CCC(=O)[O-])(=O)[O-].[Na+] sodium succinate disodium salt